FC[C@H](COC1=CC2=C(N=C(S2)/C=C/C#CC=2N=CC(=NC2)N(C(OC(C)(C)C)=O)C)C=C1)OC1OCCCC1 tert-butyl (5-((E)-4-(6-((2S)-3-fluoro-2-((tetrahydro-2H-pyran-2-yl)oxy)propoxy)benzo[d]thiazol-2-yl)but-3-en-1-yn-1-yl)pyrazin-2-yl)(methyl)carbamate